N-(3-chloropropyl)-N-methyl-carbamic acid tert-butyl ester C(C)(C)(C)OC(N(C)CCCCl)=O